N-(4-(4-formylquinolin-2-yl)phenyl)trimethylacetamide C(=O)C1=CC(=NC2=CC=CC=C12)C1=CC=C(C=C1)NC(C(C)(C)C)=O